P(=O)(OC1=CC=C(C=C1)C[C@@H](C(=O)NCCC1CCN(CC1)CC1=CC=C(C=C1)CN1C2=NC(=NC(=C2NC1=O)N)OCCCC)N)(O)O (S)-4-(2-amino-3-((2-(1-(4-((6-amino-2-butoxy-8-oxo-7,8-dihydro-9H-purin-9-yl)methyl)benzyl)piperidin-4-yl)ethyl)amino)-3-oxopropyl)phenyl dihydrogen phosphate